Phenyl-(S)-3-(3-bromophenyl)-3,4-dihydropyridine-1(2H)-carboxylate C1(=CC=CC=C1)OC(=O)N1C[C@@H](CC=C1)C1=CC(=CC=C1)Br